(5R,10aS)-2-ethyl-7,8-dimethoxy-5-(3,4,5-trimethoxyphenyl)-10,10a-dihydroimidazo[1,5-b]Isoquinoline-1,3(2H,5H)-dione C(C)N1C(N2[C@@H](C=3C=C(C(=CC3C[C@H]2C1=O)OC)OC)C1=CC(=C(C(=C1)OC)OC)OC)=O